Methyl 4-((1R,2S)-2-fluorocyclopropyl)-2,4-dioxobutanoate F[C@@H]1[C@H](C1)C(CC(C(=O)OC)=O)=O